FC1=CC(=CC2=C1N(C=N2)C)B2OC(C(O2)(C)C)(C)C 7-fluoro-1-methyl-5-(4,4,5,5-tetramethyl-1,3,2-dioxaborolan-2-yl)benzimidazole